ClC1=CC2=C(N(C(N=C2N2[C@H](CN(CC2)C(C=C)=O)C)=O)C=2C(=NC(=NC2C(C)C)C)C)N=C1C1=C(C=CC=C1O)F 6-chloro-1-(2,4-dimethyl-6-(2-propanyl)-5-pyrimidinyl)-7-(2-fluoro-6-hydroxyphenyl)-4-((2S)-2-methyl-4-(2-propenoyl)-1-piperazinyl)pyrido[2,3-d]pyrimidin-2(1H)-one